C(C=CC)(=O)OC.[Na] sodium methyl butenoate